FC=1C=C(C=C(C1N1CCC(CC1)C1COC1)F)N1C(O[C@H](C1)CNC(C)=O)=O (S)-N-((3-(3,5-difluoro-4-(4-(oxetan-3-yl)piperidin-1-yl)phenyl)-2-oxooxazolidin-5-yl)methyl)acetamide